FC(=CC1=CC2=C(S1)[C@@]1(C[C@@H](N(CC1)C(=O)OC(C)(C)C)C)OCC2)F tert-butyl (2'S,7R)-2-(2,2-difluorovinyl)-2'-methyl-spiro[4,5-dihydrothieno[2,3-c]pyran-7,4'-piperidine]-1'-carboxylate